COC(=O)C1(C[C@H](OC(C)=O)[C@@H](NC(C)=O)[C@@H](O1)[C@H](OC(C)=O)[C@H](OC(C)=O)COC(C)=O)Cl N-acetyl-4,7,8,9-tetra-O-acetyl-2-chloro-2-deoxy-D-neuraminic acid methyl ester